(S)-4-amino-N-(1-(4-chlorophenyl)-3-hydroxypropyl)-1-(7H-pyrrolo[2,3-d]pyrimidine-4-yl)piperidine-4-carboxamide NC1(CCN(CC1)C=1C2=C(N=CN1)NC=C2)C(=O)N[C@@H](CCO)C2=CC=C(C=C2)Cl